(S)-3-(8'-oxo-3',4',6',8'-tetrahydro-7'H-spiro[piperidine-4,2'-[1,4]oxazino[2,3-f]isoindol]-7'-yl)piperidine-2,6-dione O=C1N(CC=2C=C3C(=CC12)OC1(CN3)CCNCC1)[C@@H]1C(NC(CC1)=O)=O